CC(C1=CC=CC=C1)(C)C=1C=CC=2NC3=CC=C(C=C3SC2C1)C(C1=CC=CC=C1)(C)C 3,7-bis(α,α-dimethylbenzyl)-10H-phenothiazine